N6-hydroxy-N-pentanoyl-carbamoyladenine ON(C1=C2NC=NC2=NC(=N1)C(N)=O)C(CCCC)=O